8-(3-cyano-1-methyl-1H-pyrazol-5-yl)-5-(((5-fluoro-2,3-dihydrobenzofuran-4-yl)methyl)amino)imidazo[1,2-c]pyrimidine-2-carbonitrile C(#N)C1=NN(C(=C1)C=1C=2N(C(=NC1)NCC1=C(C=CC3=C1CCO3)F)C=C(N2)C#N)C